2-(4-((1-(4-amino-2-(trifluoromethyl)phenyl)piperidin-4-yl)methoxy)piperidin-1-yl)acetic acid ethyl ester C(C)OC(CN1CCC(CC1)OCC1CCN(CC1)C1=C(C=C(C=C1)N)C(F)(F)F)=O